oleic acid zinc [Zn].C(CCCCCCC\C=C/CCCCCCCC)(=O)O